7-(((R)-1,1-difluoropropan-2-yl)oxy)-N-(1-((1S,2R)-2-fluorocyclopropyl)-2-oxo-1,2-dihydropyridin-3-yl)-2-(1-methyl-2-oxabicyclo[2.1.1]hex-4-yl)imidazo[1,2-a]pyridine-6-carboxamide FC([C@@H](C)OC1=CC=2N(C=C1C(=O)NC=1C(N(C=CC1)[C@@H]1[C@@H](C1)F)=O)C=C(N2)C21COC(C2)(C1)C)F